2-bromo-3-fluoro-6-(trifluoromethyl)pyridine-4-carbonitrile BrC1=NC(=CC(=C1F)C#N)C(F)(F)F